N-(1-(methylsulfonyl)piperidin-4-yl)-1H-pyrazolo[3,4-d]pyrimidin-6-amine CS(=O)(=O)N1CCC(CC1)NC1=NC=C2C(=N1)NN=C2